C(C)(C)(C)OC(NC1CCC(CC1)CNC1=C(C(=C(C=C1)N1CC(OC(C1)C)C)C)F)=O ((1r,4r)-4-(((4-(2,6-dimethylmorpholino)-2-fluoro-3-methylphenyl)-amino)methyl)cyclohexyl)carbamic acid tert-butyl ester